BrC1=C(C=C(C=C1)F)CCCO 3-(2-bromo-5-fluorophenyl)n-propanol